C(CCCCCCCCCCCC)SCCCCCCO 6-(tridecylthio)hexane-1-ol